Ethylenediaminetetraacetic acid iron salt [Fe+2].C(CN(CC(=O)[O-])CC(=O)[O-])N(CC(=O)[O-])CC(=O)[O-].[Fe+2]